C(C1=CC=CC=C1)OC(CC[C@@H](C(=O)N[C@@H](CC(C)C)C(=O)O[C@H](C(=O)OC)CCCCNC(=O)OCC1=CC=CC=C1)NC(=O)OC(C)(C)C)=O Methyl (S)-2-((((S)-5-(benzyloxy)-2-((tert-butoxycarbonyl)amino)-5-oxopentanoyl)-L-leucyl)oxy)-6-(((benzyloxy)carbonyl)amino)hexanoate